C1(CCCCC1)N(P(C1=CC=C(C=C1)[Si](CCCC)(CCCC)CCCC)C1=CC=CC2=C1OC1=C2C=CC=C1)P(C1=CC=C(C=C1)[Si](CCCC)(CCCC)CCCC)C1=CC=CC2=C1OC1=C2C=CC=C1 N-cyclohexyl-1-(dibenzo[b,d]furan-4-yl)-N-(dibenzo[b,d]furan-4-yl(4-(tributylsilyl)phenyl)phosphaneyl)-1-(4-(tributylsilyl)phenyl)phosphanamine